O(C#N)C1=CC=C(C=C1)N1C(C=2C(C1=O)=CC(=CC2)OC=2C=C1C(C(=O)NC1=O)=CC2)=O (N-4-cyanato-phenyl)-4,4'-oxo-diphthalimide